C(C)(C)(C)C=1C=C(C=C(C1O)C(C)(C)C)CCC(=O)OCCO ethylene glycol (β-(3,5-di-tert-butyl-4-hydroxyphenyl) propionate)